O1C(=CC=C1)C1=C(C(=O)O)C=C(C=C1)NC(=O)C1=CN(C2=CC=CC=C12)C(CC)=O (furan-2-yl)-5-(1-propionyl-1H-indole-3-carboxamido)benzoic acid